4-(6-chloroquinolin-2-yl)-1H-1,2,3-triazole-5-carboxylic acid ClC=1C=C2C=CC(=NC2=CC1)C=1N=NNC1C(=O)O